10-chloro-5,11-dihydrobenzo[6,7]oxepino[4,3-b]pyridine ClC1=CC=CC2=C1CC1=NC=CC=C1CO2